C(C1=CC=CC=C1)N1N=CC=2C1=NC(=NC2NCC2=CC=C(C=C2)F)Cl 1-benzyl-6-chloro-N-[(4-fluorophenyl)methyl]-1H-pyrazolo[3,4-d]pyrimidin-4-amine